((1R,5S,6R)-3-azabicyclo[3.1.0]Hex-6-yl)methanol [C@H]12CNC[C@@H]2C1CO